CC1=C(C(=CC=C1)C)C1=NC(=NC(=C1)OC1CN(C1)CCCC=1C=C(C=CC1)C)NS(=O)(=O)C=1C=NN(C1)C N-[4-(2,6-dimethylphenyl)-6-[1-[3-(m-tolyl)propyl]azetidin-3-yl]oxy-pyrimidin-2-yl]-1-methyl-pyrazole-4-sulfonamide